(2S,5S)-5-(hydroxymethyl)-2-methyl-4-(1-(4-(trifluoromethyl)phenyl)ethyl)piperazine-1-carboxylic acid tert-butyl ester C(C)(C)(C)OC(=O)N1[C@H](CN([C@@H](C1)CO)C(C)C1=CC=C(C=C1)C(F)(F)F)C